butyric acid choline salt OCC[N+](C)(C)C.C(CCC)(=O)[O-]